O=C1N(CC2(CCCN(C2)C(=O)OC(C)(C)C)C(C1C(=O)OCC)=O)CC1=C(C=C(C=C1OC)OC)OC 2-(tert-butyl) 10-ethyl 9,11-dioxo-8-(2,4,6-trimethoxybenzyl)-2,8-diazaspiro[5.5]undecane-2,10-dicarboxylate